F[C@H]([C@@H]1OCC1)C1=NN=CN1C (R)-2-((S)-fluoro(4-methyl-4H-1,2,4-triazol-3-yl)methyl)oxetan